FC(CN1C[C@H](CC[C@H]1C(F)(F)F)NC(=O)C1CC2CCC(C1)N2)(C)C N-((3s,6s)-1-(2-fluoro-2-methylpropyl)-6-(trifluoromethyl)piperidin-3-yl)-8-azabicyclo[3.2.1]Octane-3-carboxamide